C(C)(C)(C)[Si](OCC1=CC(=C(C=O)C=C1)C)(C)C 4-[[tert-butyl-(dimethyl)silyl]oxymethyl]-2-methyl-benzaldehyde